ClC1=C(OC=2C(=C3C4(C(NC3=CC2)=O)CC4)F)C(=CC(=C1)[N+](=O)[O-])Cl 5'-(2,6-dichloro-4-nitrophenoxy)-4'-fluorospiro[cyclopropane-1,3'-indolin]-2'-one